5-(2-(5-(4-Cyclopropylpiperazin-1-Yl)-2-((S)-1-Methoxyethyl)Pyridin-3-Yl)-3-(3-Hydroxy-2,2-Dimethylpropyl)-1-(2,2,2-Trifluoroethyl)-1H-Indol-5-Yl)-3,6-Dihydropyridin C1(CC1)N1CCN(CC1)C=1C=C(C(=NC1)[C@H](C)OC)C=1N(C2=CC=C(C=C2C1CC(CO)(C)C)C1=CCC=NC1)CC(F)(F)F